COC[C@@H](C)OC1=CC(=NC2=CC=C(C=C12)N)C1=CN=CS1 (R)-4-((1-methoxyprop-2-yl)oxy)-2-(thiazol-5-yl)quinolin-6-amine